N-[4-amino-1-(2-trimethylsilylethoxymethyl)pyrazolo[4,3-c]pyridin-7-yl]-2-oxo-2-[rac-(2R,5S)-5-methyl-2-[1-(trifluoromethyl)cyclopropyl]-1-piperidyl]acetamide NC1=NC=C(C2=C1C=NN2COCC[Si](C)(C)C)NC(C(N2[C@H](CC[C@@H](C2)C)C2(CC2)C(F)(F)F)=O)=O |r|